FC(COCC(=O)O)(F)F 2-(2,2,2-trifluoroethoxy)acetic acid